C(C)(C)(C)OC(=O)N1[C@H](C[C@@H](C1)F)C=1C(NC=C(C1)F)=O (2R,4S)-4-fluoro-2-(5-fluoro-2-oxo-1,2-dihydropyridin-3-yl)pyrrolidine-1-carboxylic acid tert-butyl ester